N-(3-aminobicyclo[1.1.1]pentan-1-yl)-2-[(2,2-difluoro-2H-1,3-benzodioxol-5-yl)oxy]acetamide NC12CC(C1)(C2)NC(COC2=CC1=C(OC(O1)(F)F)C=C2)=O